The molecule is an omega-hydroxy fatty acid ascaroside that is oscr#16 in which the pro-R hydrogen beta to the carboxy group is replaced by a hydroxy group. It is a metabolite of the nematode Caenorhabditis elegans. It has a role as a Caenorhabditis elegans metabolite. It is an omega-hydroxy fatty acid ascaroside, a 3-hydroxy carboxylic acid and a monocarboxylic acid. It derives from a (3R)-3,10-dihydroxydecanoic acid and an oscr#16. It is a conjugate acid of a bhos#16(1-). C[C@H]1[C@@H](C[C@H]([C@@H](O1)OCCCCCCC[C@H](CC(=O)O)O)O)O